[C@H]12CN(C[C@H](CC1)N2)C2=NC(=NC1=C(C(=C(C=C21)F)C2=CNC1=CC(=CC=C21)OC)F)OC[C@H]2N(CCC2)C 4-((1R,5S)-3,8-diazabicyclo[3.2.1]octan-3-yl)-6,8-difluoro-7-(6-methoxy-1H-indol-3-yl)-2-(((S)-1-methylpyrrolidin-2-yl)methoxy)quinazoline